2-[2-[2-[2-(2-hydroxy ethoxy)ethoxy]ethoxy]ethoxy]ethyl 4-methylbenzenesulfonate CC1=CC=C(C=C1)S(=O)(=O)OCCOCCOCCOCCOCCO